ClC1=CC=C2C(C(=CN(C2=N1)C=1SC=CN1)C(=O)O)=O 7-chloro-4-oxo-1-(1,3-thiazol-2-yl)-1,4-dihydro-1,8-naphthyridine-3-carboxylic acid